N-(3-chlorophenyl)-3-phenyldibenzo[b,d]furan-1-amine ClC=1C=C(C=CC1)NC1=CC(=CC=2OC3=C(C21)C=CC=C3)C3=CC=CC=C3